benzyl (1-((1r,4r)-4-((2S,6R)-2,6-dimethylmorpholino)cyclohexyl)-3-(3-methoxypropoxy)-1H-pyrazol-4-yl)carbamate C[C@@H]1O[C@@H](CN(C1)C1CCC(CC1)N1N=C(C(=C1)NC(OCC1=CC=CC=C1)=O)OCCCOC)C